N1N=CC(=C1)C1=CC=C(C=C1)NC(=O)C1COC2=C(O1)C=CC=C2 N-(4-(1H-pyrazol-4-yl)phenyl)-2,3-dihydrobenzo[b][1,4]dioxine-2-carboxamide